CNC1CCC(CC1)O (1r,4r)-4-(methylamino)-cyclohexan-1-ol